NC1=NC(=NC(=C1C(=O)O)C)C1=CC=C(C=C1)C(C(C)C)(F)F 4-amino-2-(4-(1,1-difluoro-2-methylpropyl)phenyl)-6-methylpyrimidine-5-carboxylic acid